(((quinoxaline-2,3-diylbis(sulfanediyl))bis(1H-tetrazole-5,1-diyl))bis(propane-3,1-diyl))diacetamide N1=C(C(=NC2=CC=CC=C12)SC1=NN=NN1CCCCC(=O)N)SC1=NN=NN1CCCCC(=O)N